(S)-3-(1-(4-(4-(4,5-dimethyl-4H-1,2,4-triazol-3-yl)-5-fluoropyrimidin-2-yl)piperazine-1-carbonyl)-4,5-dihydro-1H-pyrazol-5-yl)-5-fluorobenzonitrile CN1C(=NN=C1C)C1=NC(=NC=C1F)N1CCN(CC1)C(=O)N1N=CC[C@H]1C=1C=C(C#N)C=C(C1)F